hydroxy-4-cholesten-3-one C[C@H](CCCC(C)CO)[C@H]1CC[C@@H]2[C@@]1(CC[C@H]3[C@H]2CCC4=CC(=O)CC[C@]34C)C